ClC=1C(=C(NC=2C3=C(N=CN2)C=CC(=N3)N3[C@H]2CN([C@@H](C3)CC2)C(=O)OC(C)(C)C)C=CC1OCC1CC1)F tert-butyl (1R,4R)-5-[4-[3-chloro-4-(cyclopropylmethoxy)-2-fluoro-anilino]pyrido[3,2-d]pyrimidin-6-yl]-2,5-diazabicyclo[2.2.2]octane-2-carboxylate